ClC=1C=C(OC2CCC(CC2)N2NC=CC=C2N2CCC(CC2)CO)C=CC1C1=NOC=N1 N-((1r,4r)-4-(3-chloro-4-(1,2,4-oxadiazol-3-yl)phenoxy)cyclohexyl)-6-(4-(hydroxymethyl)piperidin-1-yl)pyridazine